COC(=O)C=1C(=C(C2=C(C=3N(CCO2)C=NC3)C1)Cl)C.ClCC1=CC(=CC(=C1)C1(CC1)C(F)(F)F)F 1-(chloromethyl)-3-fluoro-5-(1-(trifluoromethyl)cyclopropyl)benzene Methyl-8-chloro-9-methyl-5,6-dihydrobenzo[f]imidazo[1,5-d][1,4]oxazepine-10-carboxylate